C(C1=CC=CC=C1)OC1=C(C=C(C(=O)N2[C@@H](C[C@@H](C2)F)C(=O)N2[C@@H](CCC2)C#N)C=C1F)F (S)-1-((2S,4S)-1-(4-(benzyloxy)-3,5-difluorobenzoyl)-4-fluoropyrrolidin-2-carbonyl)pyrrolidin-2-carbonitril